CC(C)(C)[S@](=O)/N=C/C1=C(C(=CC=C1)C(F)(F)F)C (S)-2-methyl-N-[(1E)-[2-methyl-3-(trifluoromethyl)phenyl]methylidene]propane-2-sulfinamide